2-(5-(methylamino)-5-oxopentyl)-8-(naphthalen-1-ylmethyl)-6-oxo-9-(3-(trifluoromethyl)phenyl)-3,4-dihydro-2H,6H-pyrido[1,2-e][1,2,5]thiadiazine-4-carboxylic acid 1,1-dioxide CNC(CCCCN1S(C=2N(C(C1)C(=O)O)C(C=C(C2C2=CC(=CC=C2)C(F)(F)F)CC2=CC=CC1=CC=CC=C21)=O)(=O)=O)=O